BrC1=CC2=C(N(C(=N2)\C=C\C2=CC=CC=C2)C(C)C)C=C1Br (E)-5,6-dibromo-1-isopropyl-2-styryl-1H-benzimidazole